amino-1-(tetrahydropyran-4-yl)azetidin-2-one NC1C(N(C1)C1CCOCC1)=O